N1(CCOCC1)CCCNS(=O)(=O)C1=CC=2CC3=C(NC(C4=CC=CC=C34)=O)C2C=C1 N-[3-(4-Morpholinyl)propyl]-5-oxo-6,11-dihydro-5H-Indeno[1,2-c]isoquinoline-9-sulfonamide